NC1=NC=CC=C1C1=NC=2C(=NC(=CC2)C2=CC=CC=C2)N1C1=CC=C(CN2CCC(CC2)N(C(C2=CC(=C(C=C2)O)C=O)=O)CC)C=C1 N-(1-(4-(2-(2-Aminopyridin-3-yl)-5-phenyl-3H-imidazo[4,5-b]pyridin-3-yl)benzyl)piperidin-4-yl)-N-ethyl-3-formyl-4-hydroxybenzamide